CN1C([C@H](COC2=C1C=CC=C2)NC(=O)C=2N=CC1=C(N2)[C@]2(COCC2)OC1)=O |r| rac-(7R)-N-[rac-(3S)-5-methyl-4-oxo-2,3-dihydro-1,5-benzoxazepin-3-yl]spiro[5H-furo[3,4-d]pyrimidine-7,3'-tetrahydrofuran]-2-carboxamide